(S)-6-(5-bromo-1-(trans-4-hydroxycyclohexyl)-1H-benzo[d]imidazol-2-yl)-1-(3-chloro-4-fluorophenyl)piperidin-2-one BrC1=CC2=C(N(C(=N2)[C@@H]2CCCC(N2C2=CC(=C(C=C2)F)Cl)=O)[C@@H]2CC[C@H](CC2)O)C=C1